C(C)(C)(C)N1C[C@H]([C@H](C1)C1=CC=CC=C1)C(=O)NC1=C2C=CN=CC2=CC=C1 tert-Butyl-(3S,4S)-N-(isoquinolin-5-yl)-4-phenylpyrrolidine-3-carboxamide